CN1C[C@@H](CC1)C(=O)OCC(CCCCCCCCCC)CCCCCCCCC(OCCC(CCCCC)CCCCC)=O (3R)-2-{9-oxo-9-[(3-pentyloctyl)oxy]nonyl}dodecyl 1-methylpyrrolidine-3-carboxylate